1-((6-chloropyridin-3-yl)methyl)pyridin ClC1=CC=C(C=N1)CN1CC=CC=C1